3,3,3-trifluoro-2-(2-(3-(4-fluorophenyl)ureido)benzo[d]thiazol-6-yl)-2-hydroxypropanoic acid FC(C(C(=O)O)(O)C1=CC2=C(N=C(S2)NC(=O)NC2=CC=C(C=C2)F)C=C1)(F)F